2,3,4,5-tetrahydro-1,2-oxazepin O1NCCCC=C1